ClC1=NC=C(C(=C1N1CCC(CC1)C1=NN=CN1C)C#N)OC 2-chloro-5-methoxy-3-[4-(4-methyl-1,2,4-triazol-3-yl)piperidin-1-yl]pyridine-4-carbonitrile